4-(((1R,3R,5S)-8-azabicyclo[3.2.1]oct-3-yloxy)methyl)-3-(2-chlorophenyl)-5-cyclopropylisoxazole [C@H]12CC(C[C@H](CC1)N2)OCC=2C(=NOC2C2CC2)C2=C(C=CC=C2)Cl